[4,4-diethyl-1-[[5-[[(1R,2R)-2-hydroxyindan-1-yl]carbamoyl]pyridin-1-ium-3-yl]methyl]-6-oxo-hexahydropyrimidin-2-ylidene]ammonium C(C)C1(NC(N(C(C1)=O)CC=1C=[NH+]C=C(C1)C(N[C@H]1[C@@H](CC2=CC=CC=C12)O)=O)=[NH2+])CC